4-(3-chloro-4-(6-(1-methylcyclopropoxy)-9-((4-methylpyridin-2-yl)methyl)-9H-purin-8-yl)phenyl)-1,4-diazepan-5-one ClC=1C=C(C=CC1C=1N(C2=NC=NC(=C2N1)OC1(CC1)C)CC1=NC=CC(=C1)C)N1CCNCCC1=O